4-(4-(4-benzhydryl-piperazin-1-yl)-3-nitro-2-oxo-1,5-naphthyridin-1(2H)-yl)butyronitrile C(C1=CC=CC=C1)(C1=CC=CC=C1)N1CCN(CC1)C1=C(C(N(C2=CC=CN=C12)CCCC#N)=O)[N+](=O)[O-]